O=C1CCN(CC1)C=1C=CC(=NC1)C(=O)OC methyl 5-(4-oxopiperidin-1-yl)picolinate